C(CCCCCC)C=1C=CC=C2C(NC(C12)=O)=O 7-heptylisoindoline-1,3-dione